MAGNESIUM OROTATE C(C1=CC(=O)NC(=O)N1)(=O)[O-].[Mg+2].C(C1=CC(=O)NC(=O)N1)(=O)[O-]